FC1(C(C1)OB(O)O)F (2,2-difluorocyclopropyl)boric acid